C(C1=CC=CC=C1)NC(C=CN(C)C1=NC2=C(C(=CC=C2C(=C1)C=1C=NNC1)Cl)Cl)=O N-benzyl-3-((7,8-dichloro-4-(1H-pyrazol-4-yl)quinolin-2-yl)(methyl)amino)acrylamide